BrC1=C(C=C(CC2=NC3=C(N2C[C@H]2OCC2)C=C(C=C3)C(=O)[O-])C=C1)F (S)-2-(4-bromo-3-fluorobenzyl)-1-(oxetan-2-ylmethyl)-1H-benzo[d]imidazole-6-carboxylate